O1CCN(CC1)C(CC[C@H](C(N[C@@H](CCCC1=CC=CC=C1)B1OC(C(O1)(C)C)(C)C)=O)NC(=O)C1=NC=CN=C1)=O N-((R)-5-morpholino-1,5-dioxo-1-(((R)-4-phenyl-1-(4,4,5,5-tetramethyl-1,3,2-dioxaborolan-2-yl)butyl)amino)pentan-2-yl)pyrazine-2-carboxamide